FC=1C=C(C=C(C1)F)C1CC=NN1C(=O)C12CC(C1)(C2)CN2C(C1(C3=CC=CC=C23)CC1)=O 1'-((3-(5-(3,5-difluorophenyl)-4,5-dihydro-1H-pyrazole-1-carbonyl)-bicyclo[1.1.1]pentan-1-yl)methyl)-spiro[cyclopropane-1,3'-indolin]-2'-one